4-(2,5-Dichlorophenyl)-N-(4-(2-hydroxypropan-2-yl)-2,6-dimethylphenyl)pyrimidine-2-carboxamide ClC1=C(C=C(C=C1)Cl)C1=NC(=NC=C1)C(=O)NC1=C(C=C(C=C1C)C(C)(C)O)C